FC=1C=2C3=C(C(N(C3=CC1)C=1C=NC=C(C1)C1(CC(C1)C)C1=NN=CN1C)=O)C=C(C2)C(C)NCCOC cis-6-fluoro-4-(1-((2-methoxyethyl)amino)ethyl)-1-(5-(3-methyl-1-(4-methyl-4H-1,2,4-triazol-3-yl)cyclobutyl)pyridin-3-yl)benzo[cd]indol-2(1H)-one